[Pb].[Au].[Ni] nickel-gold lead